methyl 2-(3-((tert-butoxycarbonyl) amino)-propyl)-3-thiophenecarboxylate C(C)(C)(C)OC(=O)NCCCC=1SC=CC1C(=O)OC